CN1CCN(CC1)C1=CC=C(C=C1)C=1C=C2C(=NC1)C(=CO2)C=2C=C(C=O)C=CC2 3-(6-(4-(4-methylpiperazin-1-yl)phenyl)furo[3,2-b]pyridin-3-yl)benzaldehyde